OC(CCN1C=2N=C(NC(C2N=C1)=O)N)CO 9-(3,4-dihydroxybutyl)guanine